BrC1=CC2=C(C(C3=C(N(S2(=O)=O)C)C=CS3)=O)C=C1 7-Bromo-4-methylbenzo[f]thieno[3,2-c][1,2]thiazepin-10(4H)-one 5,5-dioxide